(tetrahydrofuran-2-yl) heptanesulfonate C(CCCCCC)S(=O)(=O)OC1OCCC1